ClC=1C=CC=C2[C@H](CCOC12)NC(=O)NC1=NN(C=C1)C1CCN(CC1)C(=O)OC(C)(C)C tert-butyl 4-[3-[[(4S)-8-chlorochroman-4-yl]carbamoylamino]pyrazol-1-yl]piperidine-1-carboxylate